1-Tert-butyl (S)-(1-(4-((trimethylsilyl)ethynyl)phenyl)ethyl)carbamate C[Si](C)(C)C#CC1=CC=C(C=C1)[C@H](C)NC(OC(C)(C)C)=O